C1(=CC=CC2=CC=CC=C12)CNC(C[C@H](C)C(C(=O)N)C(CC(=O)N)NC(CCC1=CC=CC=C1)=O)=O ((S)-4-((naphthalen-1-ylmethyl)amino)-4-oxobutan-2-yl)-3-(3-phenylpropionylamino)glutaramide